[Al].[Mg].[Ti] Titanium magnesium aluminum